C(C(=C)C)(=O)OCCC[Si](OC)(OC)C 3-(methacryloyloxy)-propylmethyldimethoxysilane